BrC1=C(C=C(C=C1)C=1C(=NC(=NC1)NC=1C=NN(C1)C)NC=1C=C(C=CC1F)NC(C=C)=O)OC N-(3-((5-(4-bromo-3-methoxyphenyl)-2-((1-methyl-1H-pyrazol-4-yl)amino)pyrimidin-4-yl)amino)-4-fluorophenyl)acrylamide